O=C1N(C(C2=CC=CC=C12)=O)C1=NC2=CC=C(C=C2C=C1O[C@@H](C)C1=C(C=C2C=NN(C2=C1)CC(=O)OC)N1N=CC=C1)F methyl {6-[(1S)-1-{[2-(1,3-dioxo-1,3-dihydro-2H-isoindol-2-yl)-6-fluoroquinolin-3-yl]oxy}ethyl]-5-(1H-pyrazol-1-yl)-1H-indazol-1-yl}acetate